NC1=C(C(=O)NC2C(NC(CC2)=O)=O)C=C(C=C1)I 2-amino-N-(2,6-dioxopiperidin-3-yl)-5-iodobenzamide